3α,7β-dihydroxy-5β-cholestane O[C@H]1C[C@H]2C[C@@H]([C@H]3[C@@H]4CC[C@H]([C@@H](CCCC(C)C)C)[C@]4(CC[C@@H]3[C@]2(CC1)C)C)O